N1=CC=CC=2N(C=3C=CC=CC3C21)C2=C(C#N)C(=CC(=C2)C2=CC(=NC(=C2)C2=CC(=NC(=C2)C2=CC=CC=C2)C2=CC=CC=C2)C2=CC(=NC(=C2)C2=CC=CC=C2)C2=CC=CC=C2)N2C1=C(C=3C=CC=CC23)N=CC=C1 2,6-bis(5H-pyrido[3,2-b]indol-5-yl)-4-(2,2'',6,6''-tetraphenyl-[4,2':6',4''-terpyridin]-4'-yl)benzonitrile